2-(3,5-bis(6-methylpyridin-2-yloxy)phenoxy)ethanol CC1=CC=CC(=N1)OC=1C=C(OCCO)C=C(C1)OC1=NC(=CC=C1)C